FC=1C=C(OC2=C(C3=C(C(NS3(=O)=O)C)C=C2)C)C=C(C1)F 6-(3,5-difluorophenoxy)-3,7-dimethyl-2,3-dihydrobenzo[d]isothiazole-1,1-dioxide